BrC1=CC(=C2C(NC(=NC2=C1F)OC[C@]12CCCN2C[C@@H](C1)F)=O)F 7-bromo-5,8-difluoro-2-(((2R,7aS)-2-fluorotetrahydro-1H-pyrrolizin-7a(5H)-yl)methoxy)quinazolin-4(3H)-one